N-(2-(((cis-4-(2-(trifluoromethyl)phenyl)cyclohexyl)oxy)methyl)pyridin-3-yl)methanesulfonamide FC(C1=C(C=CC=C1)[C@H]1CC[C@H](CC1)OCC1=NC=CC=C1NS(=O)(=O)C)(F)F